O=C1NC2=CC=CC=C2C1=CC(=O)O (2-oxo-2,3-dihydro-1h-indol-3-ylidene)-acetic acid